C1(CC1)C=1SC=C(N1)C=O 2-cyclopropyl-1,3-thiazole-4-carbaldehyde